BrC=1C=C2C=CC=C(C2=CC1)C1=CC(=CC=C1)CC 6-bromo-1-(3-ethylphenyl)naphthalene